N-(1-(4-(3-methoxycyclobutoxy)-6-(3-methoxytetrahydrofuran-3-yl)pyridin-2-yl)-1H-pyrazolo[4,3-c]pyridin-6-yl)acetamide COC1CC(C1)OC1=CC(=NC(=C1)C1(COCC1)OC)N1N=CC=2C=NC(=CC21)NC(C)=O